2-(6-((2-((3-methoxy-4-(4-methylpiperazin-1-yl)phenyl)amino)thieno[2,3-d]pyrimidine-4-yl)amino)pyridin-2-yl)propan-2-ol COC=1C=C(C=CC1N1CCN(CC1)C)NC=1N=C(C2=C(N1)SC=C2)NC2=CC=CC(=N2)C(C)(C)O